fluoro-4-((methanesulfonyl)oxy)piperidine-1-carboxylic acid tert-butyl ester C(C)(C)(C)OC(=O)N1C(CC(CC1)OS(=O)(=O)C)F